(3-((6-bromo-2-methylpyridin-3-yl) oxy) cyclohexyl) phosphonate P(OC1CC(CCC1)OC=1C(=NC(=CC1)Br)C)([O-])=O